tert-butyl (3R,5S)-4-[8-(5-carbamoyl-3-pyridyl)-1-(3,5-dichlorophenyl)-7-methoxy-5H-isochromeno[4,3-c]pyrazole-3-carbonyl]-3,5-dimethyl-piperazine-1-carboxylate C(N)(=O)C=1C=C(C=NC1)C1=CC2=C(C=C1OC)COC1=C2N(N=C1C(=O)N1[C@@H](CN(C[C@@H]1C)C(=O)OC(C)(C)C)C)C1=CC(=CC(=C1)Cl)Cl